C[C@@H]1N(C[C@@H](C1)OS(=O)(=O)C1=CC=C(C)C=C1)C(=O)[O-] (2S,4R)-2-methyl-4-(tosyloxy)pyrrolidine-1-carboxylate